C(=O)(O)C1C2C(CC(C2C(C1)C(=O)O)C(=O)O)C(=O)O 2,4,6,8-tetracarboxyl-bicyclo[3.3.0]octane